ClC=1C=CC(=C(C1)CC(=O)NC1=CCN(C=C1)[C@](CO)(C)C#N)O 4-[[2-(5-Chloro-2-hydroxyphenyl)acetyl]amino]-N-[(1R)-1-cyano-2-hydroxy-1-methylethyl]pyridin